perhydrodiphenylmethane diisocyanate [N-]=C=O.[N-]=C=O.C1(CCCCC1)CC1CCCCC1